2,3-bis(p-methoxyanilino)-1,4-difluoroanthraquinone COC1=CC=C(NC2=C(C=3C(C4=CC=CC=C4C(C3C(=C2NC2=CC=C(C=C2)OC)F)=O)=O)F)C=C1